C(C1=CC=CC=C1)NCC1=NC=CC2=CC=C(C=C12)Cl N-Benzyl-1-(7-chloroisoquinolin-1-yl)methanamine